3,6-bis(naphth-2-yl)fluorene C1=C(C=CC2=CC=CC=C12)C=1C=CC=2CC3=CC=C(C=C3C2C1)C1=CC2=CC=CC=C2C=C1